ClC1=CC=C(C=C1)C1=CC=CC=C1 para-chloro-1,1'-biphenyl